ClC=1C=C(C=NC1N1N=CC=N1)NC(=O)C=1C=NN(C1C)C1=C2C=CC=NC2=CC=C1 N-(5-chloro-6-(2H-1,2,3-triazol-2-yl)pyridin-3-yl)-5-methyl-1-(quinolin-5-yl)-1H-pyrazole-4-carboxamide